N-(4-((R)-3-(dimethylamino)pyrrolidin-1-yl)phenyl)-4-(5-phenyl-4,5-dihydro-1H-pyrazol-1-yl)thieno[3,2-d]pyrimidin-2-amine CN([C@H]1CN(CC1)C1=CC=C(C=C1)NC=1N=C(C2=C(N1)C=CS2)N2N=CCC2C2=CC=CC=C2)C